C(C)(=O)C1=NN(C2=C(C=C(C=C12)C=1C=NC(=NC1)C)C)CC(=O)O 2-(3-acetyl-7-methyl-5-(2-methylpyrimidin-5-yl)-1H-indazol-1-yl)acetic acid